4-[5-(4-methylaminomethylphenyl)-8-oxo-6-thioxo-5,7-diazaspiro[3.4]oct-7-yl]-2-trifluoromethylbenzonitrile CNCC1=CC=C(C=C1)N1C2(CCC2)C(N(C1=S)C1=CC(=C(C#N)C=C1)C(F)(F)F)=O